(1S,2R,3R,5R)-3-(hydroxymethyl)-5-(4-(trifluoromethyl)-7H-pyrrolo[2,3-d]pyrimidin-7-yl)cyclopentane-1,2-diol OC[C@@H]1[C@H]([C@H]([C@@H](C1)N1C=CC2=C1N=CN=C2C(F)(F)F)O)O